ClC=1C(=CC2=C([C@@H]([C@](O2)(C=2C=NC=CC2)CNC2CCC(CC2)(O)C)C)C1B1OC(C(O1)(C)C)(C)C)F (trans)-4-((((2S,3S)-5-chloro-6-fluoro-3-methyl-2-(pyridin-3-yl)-4-(4,4,5,5-tetramethyl-1,3,2-dioxaborolan-2-yl)-2,3-dihydrobenzofuran-2-yl)methyl)amino)-1-methylcyclohexan-1-ol